C1(C(CC(C(C1)C(=O)[O-])C(=O)[O-])C(=O)[O-])C(=O)OC(C)C isopropyl 1,2,4,5-cyclohexanetetracarboxylate